6-[3-(1,1-Difluoroethyl)-4-fluoro-phenyl]-1-[(5-methyl-3-pyridyl)methyl]pyrazolo[4,3-b]pyridine FC(C)(F)C=1C=C(C=CC1F)C=1C=C2C(=NC1)C=NN2CC=2C=NC=C(C2)C